BrC=1C=C(C=CC1F)NC(=NO)C1=NON=C1NCCC=1NC(N(C1)C)=C=O N-(3-bromo-4-fluorophenyl)-N'-hydroxy-4-((2-(1-methyl-2-carbonylimidazol-4-yl)ethyl)amino)-1,2,5-oxadiazole-3-carboxamidine